ClC1=C2C(=NC=C1C(=O)O)NC=C2 4-chloro-1H-pyrrolo[2,3-b]pyridine-5-carboxylic acid